2-(3-methyl-1,2,4-oxadiazol-5-yl)pyrimidine CC1=NOC(=N1)C1=NC=CC=N1